(4aR,8aS)-6-(6-(2-Fluoro-4-(trifluoromethyl)phenoxy)-2-azaspiro[3.3]heptane-2-carbonyl)hexahydro-2H-pyrido[4,3-b][1,4]oxazin-3(4H)-one FC1=C(OC2CC3(CN(C3)C(=O)N3C[C@@H]4[C@@H](OCC(N4)=O)CC3)C2)C=CC(=C1)C(F)(F)F